The molecule is an organic disulfide consisting of two D-penicillamines joined by a disulfide bond. It is an organic disulfide, a sulfur-containing amino acid and a D-valine derivative. CC(C)([C@H](C(=O)O)N)SSC(C)(C)[C@H](C(=O)O)N